O.C(C1=CC=CC=C1)OC(C(=O)O)C(C(=O)O)OCC1=CC=CC=C1 2,3-bis(benzyloxy)-succinic acid monohydrate